8-Phenyl-8-(prop-2-yn-1-yl)-1,4-dioxaspiro[4.5]decane C1(=CC=CC=C1)C1(CCC2(OCCO2)CC1)CC#C